2-(4-vinylbenzyl)isoindoline-1,3-dione C(=C)C1=CC=C(CN2C(C3=CC=CC=C3C2=O)=O)C=C1